(S)-2-(1-(bicyclo[1.1.1]pent-1-yl)-3-methyl-4-oxo-1,4-dihydro-5H-pyrazolo[3,4-d]pyridazin-5-yl)-N-(1-(4-(trifluoromethyl)phenyl)ethyl)acetamide C12(CC(C1)C2)N2N=C(C1=C2C=NN(C1=O)CC(=O)N[C@@H](C)C1=CC=C(C=C1)C(F)(F)F)C